C(=O)O.FC1=C(C=CC(=C1)N1CC(CCC1)(CCC1=CC(=CC=C1)C(F)(F)F)N(CC1CN(CC1)C)C)S(=O)(=O)NC1=NC=NC=C1 2-Fluoro-4-(3-(methyl((1-methylpyrrolidin-3-yl)methyl)amino)-3-(3-(trifluoromethyl)phenethyl)piperidin-1-yl)-N-(pyrimidin-4-yl)benzenesulfonamide formate